C(C)(=O)O.N1CC(CCCC1)NCC1(CN(C1)C(=O)C1=C(C(=C(C=C1)F)F)NC1=C(C=C(C=C1)I)F)O 3-[(azepan-3-ylamino)methyl]-1-({3,4-difluoro-2-[(2-fluoro-4-iodophenyl)amino]phenyl}carbonyl)azetidin-3-ol acetate salt